FC1=C(C=C2C(NC=NC2=C1)=O)C1=CC=C(C=C1)OC 7-Fluoro-6-(4-methoxyphenyl)quinazolin-4(3H)-one